FC=1C(=C(C=CC1F)[C@H]1[C@H](O[C@]([C@@H]1C)(C(F)(F)F)C)C(=O)NC1=NC=CC(=C1)C(=O)N)OC 2-[[(2S,3s,4r,5r)-3-(3,4-difluoro-2-methoxy-phenyl)-4,5-dimethyl-5-(trifluoromethyl)tetrahydrofuran-2-carbonyl]amino]pyridine-4-carboxamide